tert-butyl {1-[6-bromo-4-fluoro-1-(propan-2-yl)-1H-benzimidazol-2-yl]cyclopropyl}carbamate BrC=1C=C(C2=C(N(C(=N2)C2(CC2)NC(OC(C)(C)C)=O)C(C)C)C1)F